CN1C(=NC=2C1=NC=CC2)C2=CC=C(C=C2)C2=C(C=C(C=C2)C2=CC=C(C=C2)C2=NC=1C(=NC=CC1)N2C)N2C=1C=CC=CC1N(C1=CC=CC=C21)C 5-(4,4''-bis(3-methyl-3H-imidazo[4,5-b]pyridin-2-yl)-[1,1':4',1''-terphenyl]-2'-yl)-10-methyl-5,10-dihydrophenazine